C(C)(C)(C)N(C(O)=O)CCC(CC([C@@H](C(C)C)N(C(O)=O)C(C)(C)C)CN)(C)C.CC1=CC=C(C=C1)S(=O)(=O)O[C@@H]1C[C@@H]2CC[C@H]3[C@@H]4CC[C@H](C(C)=O)[C@]4(CC[C@@H]3[C@]2(CC1)C)C 3β-{[(4-methylphenyl)sulfonyl]oxy}-5α-pregnan-20-one Di-tert-butyl-((6R)-5-(aminomethyl)-3,3,7-trimethyloctane-1,6-diyl)dicarbamate